Ethyl (((((2R,5R)-5-(5-chloro-2,4-dioxo-3,4-dihydropyrimidin-1(2H)-yl)-2,5-dihydrofuran-2-yl)oxy)methyl)(phenoxy)phosphoryl)-L-alaninate ClC=1C(NC(N(C1)[C@H]1C=C[C@H](O1)OCP(=O)(OC1=CC=CC=C1)N[C@@H](C)C(=O)OCC)=O)=O